ClC=1C=CC(=C(C(=O)O)C1)OCC(F)F 5-chloro-2-(2,2-difluoroethoxy)benzoic acid